2-[[2-(4-Hydroxyanilino)-2-oxo-ethyl]sulfamoyl]-N-(2-pyridylmethyl)benzamide OC1=CC=C(NC(CNS(=O)(=O)C2=C(C(=O)NCC3=NC=CC=C3)C=CC=C2)=O)C=C1